6-chloro-2-cyclopentyl-4-(2,3-dihydrobenzofuran-5-yl)-1-oxo-1,2-dihydroisoquinoline-3-carboxylic acid ClC=1C=C2C(=C(N(C(C2=CC1)=O)C1CCCC1)C(=O)O)C=1C=CC2=C(CCO2)C1